trifluoropropyl-ethyl-diisopropyl-oxysilane FC(CC[Si](OC(C)C)(OC(C)C)CC)(F)F